CNC1=NN=CS1 5-methylamino-[1,3,4]thiadiazol